(Z)-ethyl (3-(2-chlorophenyl)thiazol-2(3H)-ylidene)carbamate ClC1=C(C=CC=C1)N1/C(/SC=C1)=N/C(OCC)=O